(R,Z)-1-(4-(1,2-dimethyl-4-((1-(2-methyl-3-(trifluoromethyl)phenyl)-ethyl)imino)-1,4-dihydropyrido[3,4-d]pyrimidin-6-yl)-6,6-dimethyl-3,6-dihydropyridin-1(2H)-yl)ethan-1-one CN1C(=N\C(\C2=C1C=NC(=C2)C=2CCN(C(C2)(C)C)C(C)=O)=N/[C@H](C)C2=C(C(=CC=C2)C(F)(F)F)C)C